2-(3-chloro-5-nitropyridin-2-yl)-5-fluoropyrimidine ClC=1C(=NC=C(C1)[N+](=O)[O-])C1=NC=C(C=N1)F